1-{[1-(cyanoacetyl)-3-methylpyrrolidin-3-yl]methoxy}-7-(propan-2-yloxy)isoquinoline-6-carboxamide C(#N)CC(=O)N1CC(CC1)(C)COC1=NC=CC2=CC(=C(C=C12)OC(C)C)C(=O)N